CC(CCCCCCCCCCCCCCC)C=1NC(OC1)=O 4-(heptadecan-2-yl)oxazol-2(3H)-one